ClC1=C(C=CC=C1)C1=CC=C(N=N1)NC1C2CN(CC12)CC1CCOCC1 trans-N-[6-(2-chlorophenyl)pyridazin-3-yl]-3-(tetrahydropyran-4-ylmethyl)-3-azabicyclo[3.1.0]hexane-6-amine